C(C=C)C1C2=C(C(NC1)=O)C(=C(N2)C2=C(C=NC=C2)OCCOCC=C)NC2=C(C(=CC=C2)F)OC 7-allyl-2-[3-(2-allyloxyethoxy)-4-pyridyl]-3-(3-fluoro-2-methoxy-anilino)-1,5,6,7-tetrahydropyrrolo[3,2-c]pyridin-4-one